C[C@H]1O[C@H](CC(C1)C1=NN=C(C2=CC=CC=C12)C1=C(C=C(C=C1)C(F)(F)F)C)C 1-((2R,4r,6S)-2,6-dimethyltetrahydro-2H-pyran-4-yl)-4-(2-methyl-4-(trifluoro-methyl)phenyl)phthalazine